C1(CC1)C=1N(C=CN1)C=1C=C(OCC(C)OC2=C(C=C(C#N)C=C2)C)C=CC1 4-((1-(3-(2-cyclopropyl-1H-imidazol-1-yl)phenoxy)propan-2-yl)oxy)-3-methylbenzonitrile